8-(1-methyl-1H-pyrazol-4-yl)furo[2,3-c]isoquinoline CN1N=CC(=C1)C1=CC=2C3=C(N=CC2C=C1)OC=C3